methyl 1-(5-(1-(3-fluorophenyl)azetidin-3-yl)-2,3-dihydro-1H-inden-1-yl)piperidine-4-carboxylate FC=1C=C(C=CC1)N1CC(C1)C=1C=C2CCC(C2=CC1)N1CCC(CC1)C(=O)OC